FC(OC=1C(=NC=C(C1)C=1C=C2N(N1)CC[C@]21CN(CC1)[C@H](CC)C=1NC=CN1)N)F 3-(difluoromethoxy)-5-{(3R)-1-[(1R)-1-(1H-imidazol-2-yl)propyl]-5',6'-dihydrospiro[pyrrolidine-3,4'-pyrrolo[1,2-b]pyrazol]-2'-yl}pyridin-2-amine